COC1(CC2(C1)C=C(N(CC2)C(=O)OC(C)(C)C)OS(=O)(=O)C(F)(F)F)OC tert-butyl 2,2-dimethoxy-6-(((trifluoromethyl) sulfonyl) oxy)-7-azaspiro[3.5]non-5-ene-7-carboxylate